5-(4-((3-Ethyloxybutan-3-yl)methoxy)phenyl)-2-oxo-6-(trifluoromethyl)-1,2-dihydropyridin-3-carboxamide C(C)OC(CC)(C)COC1=CC=C(C=C1)C=1C=C(C(NC1C(F)(F)F)=O)C(=O)N